OC(CCCCCCCCCCCC(=O)O)CC=CCCCCC 13-Hydroxy-heneicos-15-enoic acid